4-Ethyl-2-((3R*,4S*)-6-fluoro-4-hydroxy-1-isopropyl-3-(o-tolyl)-1,2,3,4-tetrahydroquinolin-7-yl)-5-(hydroxymethyl)-2,4-dihydro-3H-1,2,4-triazol-3-one C(C)N1C(N(N=C1CO)C1=C(C=C2[C@H]([C@@H](CN(C2=C1)C(C)C)C1=C(C=CC=C1)C)O)F)=O |o1:13,14|